5-(1-(3-bromopyridin-3-yl)-3-methylcyclobutyl)-4-methyl-4H-1,2,4-triazol-3-thiol BrC1(CN=CC=C1)C1(CC(C1)C)C=1N(C(=NN1)S)C